[NH4+].C(C)(C)(C)C1=CC(=CC(=C1O)C(C)(C)C)C 2,6-ditertiary butyl-p-cresol, ammonium salt